C(C1=CC=CC=C1)NC1=NC=C2N(C1=O)[C@@H](CC2(C)C)C(=O)O (S)-3-(benzylamino)-8,8-dimethyl-4-oxo-4,6,7,8-tetrahydropyrrolo[1,2-a]pyrazine-6-carboxylic acid